C1(=C(C=CC=C1)C1=CC(OC2=CC(=CC=C12)COCC(F)(F)F)=O)C 4-(o-tolyl)-7-((2,2,2-trifluoroethoxy)methyl)-2H-chromen-2-one